tert-Butyl 3-(6-(((tert-butyldimethylsilyl)oxy)methyl)-5-methylpyridin-2-yl)-3-(3-(difluoromethyl)-8-methyl-[1,2,4]triazolo[4,3-a]pyridin-7-yl)-2,2-dimethylpropanoate [Si](C)(C)(C(C)(C)C)OCC1=C(C=CC(=N1)C(C(C(=O)OC(C)(C)C)(C)C)C1=C(C=2N(C=C1)C(=NN2)C(F)F)C)C